CC1=C(C=C(C=C1)C(=O)N1CCC2(C[C@@H](CO2)N2CCNCC2)CC1)N1C(NC(CC1)=O)=O 1-{2-methyl-5-[(3S)-3-(piperazin-1-yl)-1-oxa-8-azaspiro[4.5]decane-8-carbonyl]phenyl}-1,3-diazinane-2,4-dione